3-chlorobutyl-(triethoxysilane) ClC(CC[Si](OCC)(OCC)OCC)C